[2-(1-naphthyloxy)ethyl]benzylamine hydrochloride Cl.C1(=CC=CC2=CC=CC=C12)OCCNCC1=CC=CC=C1